N-cyclopropyl-2-(difluoromethoxy)-6-methoxy-4-[7-[3-[4-[methyl(methylsulfonyl)amino]-1-piperidyl]propoxy]imidazo[1,2-a]pyridin-3-yl]benzamide C1(CC1)NC(C1=C(C=C(C=C1OC)C1=CN=C2N1C=CC(=C2)OCCCN2CCC(CC2)N(S(=O)(=O)C)C)OC(F)F)=O